N-(1-(2-naphthyl)cyclopropyl)pivalamide C1=C(C=CC2=CC=CC=C12)C1(CC1)NC(C(C)(C)C)=O